N[C@H](C(=O)N[C@H](C(=O)N[C@@H](C(=O)N[C@@H](CC1=CC=C(C=C1)O)C(=O)O)CC1=CC=C(C=C1)C)CCCCNC(CCCCCCC)=O)CC=1N=CN(C1)C(C1=CC=CC=C1)(C1=CC=CC=C1)C1=CC=CC=C1 ((R)-2-((S)-2-((S)-2-amino-3-(1-trityl-1H-imidazol-4-yl)propanamido)-6-octanamidohexanamido)-3-(p-tolyl)propanoyl)-L-tyrosine